ClC(C(CNC1=NC=C(C=C1)F)=O)Cl 1,1-dichloro-3-((5-fluoropyridin-2-yl)amino)propan-2-one